9,10-bis(naphthalene-2-yl)-2-phenylanthracene C1=C(C=CC2=CC=CC=C12)C=1C2=CC=CC=C2C(=C2C=CC(=CC12)C1=CC=CC=C1)C1=CC2=CC=CC=C2C=C1